FC1=CC=C(NC(C)=O)C=C1 4'-fluoroacetanilide